4-(AMINOMETHYL)CYCLOHEXAN NCC1CCCCC1